ClC=1C(=C(C=CC1)C(C(C)C)=O)F 1-(3-chloro-2-fluoro-phenyl)-2-methyl-propan-1-one